C(C1=CC=CC=C1)OC=1C=CC=C2C=CC(=NC12)C1=CN=C2N1C=CC(=C2)OCC2(COC2)C 8-benzyloxy-2-[7-[(3-methyloxetan-3-yl)methoxy]imidazo[1,2-a]pyridin-3-yl]quinoline